(2S,6R)-4-(2-aminooxazolo[4,5-c]pyridin-7-yl)-6-((S)-6,8-dichloro-1-methyl-1,2,3,4-tetrahydroisoquinoline-2-carbonyl)-N-methylmorpholine-2-carboxamide NC=1OC2=C(C=NC=C2N2C[C@H](O[C@H](C2)C(=O)N2[C@H](C3=C(C=C(C=C3CC2)Cl)Cl)C)C(=O)NC)N1